6-(2-hydroxypropyl)-1,8-diazabicyclo[5.4.0]undecene-7-ene OC(CC1CCC=CN2CCCN=C12)C